ethyl 2-(5-fluoro-3-methyl-2-((1r,4r)-4-(trifluoromethoxy)cyclohexyl)phenyl)-2-(methyl(4-(1-methylpiperidin-4-yl)-3-(3-(trifluoromethyl)phenyl)butyl)amino)acetate FC=1C=C(C(=C(C1)C(C(=O)OCC)N(CCC(CC1CCN(CC1)C)C1=CC(=CC=C1)C(F)(F)F)C)C1CCC(CC1)OC(F)(F)F)C